N-(2-(((2,5-dichloropyrimidin-4-yl)amino)methyl)phenyl)-N-methylmethanesulfonamide ClC1=NC=C(C(=N1)NCC1=C(C=CC=C1)N(S(=O)(=O)C)C)Cl